[Nb].I(=O)(=O)O Iodic acid niobium